1-[(E)-(1-cyanocyclohexyl)azo]cyclohexanecarbonitrile C(#N)C1(CCCCC1)\N=N\C1(CCCCC1)C#N